ClC=1C(=C(C(=CC1Cl)Cl)OC(C(=O)OC1=C(C(=C(C=C1Cl)Cl)Cl)C(=O)OCC(C)C1=CC=CC=C1)=O)C(=O)OCC(C)C1=CC=CC=C1 bis(3,4,6-trichloro-2-[(2-phenylpropoxy)carbonyl] phenyl)oxalate